1-[4-[(3-benzoyl-5-methyl-2,4-dioxo-pyrimidin-1-yl)methyl]-4-(benzyloxymethyl)cyclohexyl]-3-butyl-urea C(C1=CC=CC=C1)(=O)N1C(N(C=C(C1=O)C)CC1(CCC(CC1)NC(=O)NCCCC)COCC1=CC=CC=C1)=O